(S)-2-amino-3-(4-(benzofuran-6-yl)phenyl)propanoic acid N[C@H](C(=O)O)CC1=CC=C(C=C1)C1=CC2=C(C=CO2)C=C1